2-(but-2-yn-1-yl)-7-((2S,5R)-2,5-diethyl-4-(1-(2-methylthiazolo[5,4-b]pyridin-5-yl)ethyl)piperazin-1-yl)-4-methyl-2,4-dihydro-5H-pyrazolo[4,3-b]pyridin-5-one C(C#CC)N1N=C2C(N(C(C=C2N2[C@H](CN([C@@H](C2)CC)C(C)C2=CC=C3C(=N2)SC(=N3)C)CC)=O)C)=C1